O1COC2=C1C=CC=C2C#CC2=C(N=NC(=C2)Cl)N 4-(benzo[d][1,3]dioxol-4-ylethynyl)-6-chloropyridazin-3-amine